C(C)N(C(=O)C1=NC=CC=C1F)CC N,N-diethyl-3-fluoropyridine-2-amide